1-(2-(4-Fluorophenyl)-2-oxoethyl)-4-methylpyridin-1-ium bromide [Br-].FC1=CC=C(C=C1)C(C[N+]1=CC=C(C=C1)C)=O